CC1=C(C=2N=C(N=C(C2S1)O)C1=NC=CC=C1)C1=NC=CC=C1 6-methyl-2,7-di(pyridin-2-yl)thieno[3,2-d]pyrimidin-4-ol